2-chloro-N-[2-(2-chloro-5-methoxyphenyl)-2-oxoethyl]acetamide ClCC(=O)NCC(=O)C1=C(C=CC(=C1)OC)Cl